(n-butyl)bis(1-adamantyl)phosphine C(CCC)P(C12CC3CC(CC(C1)C3)C2)C23CC1CC(CC(C2)C1)C3